C1(CC1)[C@@H](CN1CCC(CC1)C)NC(=O)[C@@H]1NCC2=CC(=CC=C2C1)O (3R)-N-[(1S)-1-Cyclopropyl-2-(4-methylpiperidine-1-yl)ethyl]-7-hydroxy-1,2,3,4-tetrahydroisoquinoline-3-carboxamide